N-(4-methylthiazol-2-yl)morpholine-4-carboxamide CC=1N=C(SC1)NC(=O)N1CCOCC1